C1(CC1)N1C[C@@H](CCC1)N1CCC2=C1N=NC(=C2)C2=C(C=C(C=C2C)C(F)(F)F)OCOC 7-[(3R)-1-Cyclopropylpiperidin-3-yl]-3-[2-(methoxymethoxy)-6-methyl-4-(trifluoromethyl)phenyl]-6,7-dihydro-5H-pyrrolo[2,3-c]pyridazine